O1C(CCCC1)N1N=CC=2C1=NC(=NC2N2[C@@H](CCC2)CO)NC=2N=CN(C2)C2=CC(=C(C(=C2)OC)OC)OC ((2S)-1-(1-(tetrahydro-2H-pyran-2-yl)-6-((1-(3,4,5-trimethoxyphenyl)-1H-imidazol-4-yl)amino)-1H-pyrazolo[3,4-d]pyrimidin-4-yl)pyrrolidin-2-yl)methanol